4-phenyl-2-(2-fluorophenyl)-6-(trifluoromethyl)pyridine C1(=CC=CC=C1)C1=CC(=NC(=C1)C(F)(F)F)C1=C(C=CC=C1)F